C(C)(C)(C)OC(N=[S@@](=O)(C)CC1=CC(=CC(=C1)OCCCNC1=C(C=CC(=C1)C1=NC(=NC=C1F)Cl)F)N)=O |r| (rac)-tert-butyl{[3-amino-5-(3-{[5-(2-chloro-5-fluoropyrimidin-4-yl)-2-fluorophenyl]amino}propoxy)benzyl](methyl)oxido-λ6-sulfanylidene}carbamate